C1(=CC=C(C=C1)CN1CCNCCCNCCNCCC1)CN1CCNCCCNCCNCCC1 1'-[1,4-phenylenedi(methylene)]bis-1,4,8,11-tetraazacyclotetradecane